2-hydroxyethane sodium [Na].OCC